ClC=1C=CC2=C(C(OC(=N2)C(C)C2=CC(=CC=C2)CC(C)C)=O)C1 6-chloro-2-[1-[3-(2-methylpropyl)-phenyl]-ethyl]-4H-3,1-benzoxazin-4-one